C1(CC1)C1=NN(C=C1C1=CC2=C(C=N1)C=CN2)[C@@H]2C[C@H](C2)CNC=2C=C1C(N(C(C1=CC2)=O)C2C(NC(CC2)=O)=O)=O 5-(((trans-3-(3-cyclopropyl-4-(1H-pyrrolo[3,2-c]pyridin-6-yl)-1H-pyrazol-1-yl)cyclobutyl)methyl)amino)-2-(2,6-dioxopiperidin-3-yl)isoindoline-1,3-dione